O=C1NC(CCC1N1CC2=CC(=C(C=C2C1=O)C#N)OC(F)(F)F)=O 2-(2,6-dioxopiperidin-3-yl)-3-oxo-6-(trifluoromethoxy)isoindoline-5-carbonitrile